FC([C@H]1N(C(OC1)=C=O)C=1N=C2N(CCOC3=C2C2=C(C(=C3)N[C@H](C(=O)N)C)ONO2)C1)F (S)-2-((11-((S)-4-(difluoromethyl)-2-carbonyloxazolidin-3-yl)-7,8-dihydro-[1,3]dioxazolo[4',5':5,6]benzo[1,2-f]imidazo[1,2-d][1,4]oxazepin-4-yl)amino)propionamide